COC1OCC(C(C1O)O)O 2-Methoxyoxane-3,4,5-triol